(3-methoxy-4-(4-methyl-1H-imidazol-1-yl)phenyl)(4'-methoxy-[1,1'-biphenyl]-2-yl)methanone COC=1C=C(C=CC1N1C=NC(=C1)C)C(=O)C1=C(C=CC=C1)C1=CC=C(C=C1)OC